COC1=CC=C(C2=C1NC(=N2)NC(=O)C2=CN=CS2)C=2C=NN(C2)C Thiazole-5-carboxylic acid [7-methoxy-4-(1-methyl-1H-pyrazol-4-yl)-1H-benzoimidazol-2-yl]-amide